8-amino-7-(3-methoxy-2,6-dimethylphenyl)-7H-imidazo[1,2-c]pyrrolo[3,2-e]pyrimidine-9-carboxamide NC1=C(C=2C=3N(C=NC2N1C1=C(C(=CC=C1C)OC)C)C=CN3)C(=O)N